(4R)-N-((R)-cyclopropyl(2-fluoro-4-(trifluoromethyl)phenyl)methyl)-3-(3-(methylsulfonyl)benzoyl)-2-oxo-1,3-oxazolidine-4-carboxamide C1(CC1)[C@@H](NC(=O)[C@@H]1N(C(OC1)=O)C(C1=CC(=CC=C1)S(=O)(=O)C)=O)C1=C(C=C(C=C1)C(F)(F)F)F